bromo-3-ethyl-7'-fluoro-3'-methyl-spiro[cyclobutane-1,1'-pyrrolo[2,3-c]quinolin]-2'(3'h)-one BrC1=NC=2C=C(C=CC2C2=C1N(C(C21CC(C1)CC)=O)C)F